C12(CC(C1)C2)N2N=CC=1C2=NC(=NC1O)Cl 1-(bicyclo[1.1.1]pentan-1-yl)-6-chloro-1H-pyrazolo[3,4-d]pyrimidin-4-ol